(4-fluoro-2-methylphenoxy)-N-(4-(S-methylsulfonyl)phenyl)-6-(trifluoromethyl)pyridazine-4-carboxamide FC1=CC(=C(OC=2N=NC(=CC2C(=O)NC2=CC=C(C=C2)S(=O)(=O)C)C(F)(F)F)C=C1)C